ClC1=C(CC2=CN(C=3C2=NC=C(C3)C=3C(=NOC3C)C)C3=CC(=NC=C3)C(=O)O)C=CC=C1 4-(3-(2-chlorobenzyl)-6-(3,5-dimethylisoxazol-4-yl)-1H-pyrrolo[3,2-b]pyridin-1-yl)picolinic acid